Tert-butyl (2R,5S)-5-methyl-2-[1-(1-tetrahydropyran-2-Ylpyrazol-3-yl)Pyrazol-4-Yl]Piperidine-1-carboxylate C[C@H]1CC[C@@H](N(C1)C(=O)OC(C)(C)C)C=1C=NN(C1)C1=NN(C=C1)C1OCCCC1